NC=1C=C2C(CC(C2=CC1)(C1=CC=C(C=C1)N)C)(C)C 5-amino-1,3,3-trimethyl-1-(4-aminophenyl)-indan